4-oxacyclohexanecarboaldehyde C1(CCOCC1)C=O